(2-(4-Cyanothiazolidin-3-yl)-2-oxoethyl)-6-phenoxyquinoline-4-carboxamide C(#N)C1N(CSC1)C(CC1=NC2=CC=C(C=C2C(=C1)C(=O)N)OC1=CC=CC=C1)=O